NCCC[Si](OCC)(OCC)OCC 3-Aminopropyltriethoxysilan